FC1(CCC(CC1)(C)OC(C(=O)[O-])=O)F.[Cs+].C(#C)C[C@@]12CCC[C@H]1[C@@H]1CCC3C[C@H](CC[C@]3(C)[C@H]1CC2)O alpha-ethynyl-3beta-hydroxyandrostane cesium 2-((4,4-difluoro-1-methylcyclohexyl)oxy)-2-oxoacetate